2-(3-(3-Cyclopropyl-1,2,4-thiadiazol-5-yl)-7-(4-fluorobenzoyl)-5,6,7,8-tetrahydro-[1,2,4]triazolo[4,3-a]pyrazin-8-yl)acetic acid ethyl ester C(C)OC(CC1C=2N(CCN1C(C1=CC=C(C=C1)F)=O)C(=NN2)C2=NC(=NS2)C2CC2)=O